4-chloro-2-((4-((diethylamino)methyl)phenylimino)methyl)phenol ClC1=CC(=C(C=C1)O)C=NC1=CC=C(C=C1)CN(CC)CC